FC=1C=C(C=CC1OC=1C=C2C=NN(C2=CC1C=1C=NNC1)CC)NC(=O)C=1C(N(C(=CC1)O)C1=CC=C(C=C1)F)=O N-(3-fluoro-4-(1-ethyl-6-(1H-pyrazol-4-yl)-1H-indazol-5-yloxy)phenyl)-1-(4-fluorophenyl)-6-hydroxy-2-oxo-1,2-dihydropyridine-3-carboxamide